6-(2-Hydroxy-4,5,6-trimethoxybenzylamino)-9-β-D-arabinofuranosylpurin OC1=C(CNC2=C3N=CN(C3=NC=N2)[C@H]2[C@@H](O)[C@H](O)[C@H](O2)CO)C(=C(C(=C1)OC)OC)OC